1-[2-(1H-indol-6-yl)-3-(pyridin-4-yl)-6,7-dihydropyrazolo[1,5-a]pyrazin-5(4H)-yl]prop-2-en-1-one N1C=CC2=CC=C(C=C12)C1=NN2C(CN(CC2)C(C=C)=O)=C1C1=CC=NC=C1